FC1=C(OC2CCNCC2)C=CC=C1 4-(2-fluorophenoxy)piperidine